tert-butyl (rac)-7-acryloyl-2-(4-cyclobutylphenyl)-2,3,4,5a,6,7,8,9-octahydro-5H-10-oxa-1,2,5,7-tetraazacycloocta[cd]indene-5-carboxylate C(C=C)(=O)N1C[C@H]2C=3C(=NN(C3CCN2C(=O)OC(C)(C)C)C2=CC=C(C=C2)C2CCC2)OCC1 |r|